FC=1C=C(C=CC1)C1=CC(=CC=C1)[C@@H]1N(OCC1)C1=CC(=NC=N1)NC=1C(=CC(=C(C1)NC(C=C)=O)N1CCNC2(CC2)C1)OC (R)-N-(5-((6-(3-(3'-fluoro-[1,1'-biphenyl]-3-yl)-isoxazolidin-2-yl)-pyrimidin-4-yl)-amino)-4-methoxy-2-(4,7-diazaspiro-[2.5]octan-7-yl)-phenyl)acrylamide